NC=1C2=C(N=CN1)N(C1=C2C=C(N=C1C)C(F)(F)F)CC(=O)N1[C@@H]2C[C@@]2(C[C@H]1C(=O)NC1=NC(=CC=C1)Cl)C (1R,3S,5R)-2-(2-(4-amino-8-methyl-6-(trifluoromethyl)-9H-pyrido[4',3':4,5]pyrrolo[2,3-d]pyrimidin-9-yl)acetyl)-N-(6-chloropyridin-2-yl)-5-methyl-2-azabicyclo[3.1.0]hexane-3-carboxamide